1-fluoro-N-[(6S,7S)-6-[[2-fluoro-3-(3-fluorophenyl)phenyl]methyl]-5-azaspiro[2.4]heptan-7-yl]methanesulfonamide FCS(=O)(=O)N[C@@H]1[C@@H](NCC12CC2)CC2=C(C(=CC=C2)C2=CC(=CC=C2)F)F